C(\C=C\C(=O)O)(=O)O.COCC(COC)N(CCC[C@H](C(C)C)N1CC2(C1)CN(CC2)C=2N=CN=NC2OC2=C(C(=O)N(C(C)C)CC)C=C(C=C2)F)C (R)-2-((5-(2-(6-((1,3-dimethoxyprop-2-yl)(methyl)amino)-2-methylhex-3-yl)-2,6-diazaspiro[3.4]oct-6-yl)-1,2,4-triazin-6-yl)oxy)-N-ethyl-5-fluoro-N-isopropylbenzamide fumarate